Mercaptoacetyl-glycylglycin SCC(=O)NCC(=O)NCC(=O)O